CC=1C=NC(=NC1)OC=1C=C(C=CC1)CP(OCC)(OCC)=O diethyl ({3-[(5-methylpyrimidin-2-yl)oxy]phenyl} methyl)phosphonate